3-(2-(Difluoromethyl)-1H-pyrrolo[2,3-b]pyridin-4-yl)-2-(5-fluoropyridin-2-yl)-6,7-dihydro-4H-pyrazolo[5,1-c][1,4]oxazine FC(C1=CC=2C(=NC=CC2C=2C(=NN3C2COCC3)C3=NC=C(C=C3)F)N1)F